BrC1=C(C=CC=C1)CNC 1-(2-bromophenyl)-N-methyl-methylamine